C(=CC1=CC=CC=C1)N1CCNCC1 styrylpiperazine